ethyl 7-amino-2-cyano-6-(3-(methoxymethoxy)-2,6-dimethylphenyl)-3-methyl-5-oxo-5,6-dihydro-1,6-naphthyridine-8-carboxylate NC=1N(C(C=2C=C(C(=NC2C1C(=O)OCC)C#N)C)=O)C1=C(C(=CC=C1C)OCOC)C